6-bromo-4-hydroxy-2-(4-methoxybenzyl)phthalazin-1(2H)-one BrC=1C=C2C(=NN(C(C2=CC1)=O)CC1=CC=C(C=C1)OC)O